ethyl 2-methylpentanoate CC(C(=O)OCC)CCC